ClC1=CC=CC2=C1N(C(N2C)=O)C2=CC=C(C=C2)C[C@@H](C(=O)O)NC(C2=C(C=CC=C2F)Cl)=O (S)-3-(4-(7-chloro-3-methyl-2-oxo-2,3-dihydro-1H-benzo[d]imidazol-1-yl)phenyl)-2-(2-chloro-6-fluorobenzoylamino)propionic acid